2-bromo-4-chloro-1-iodo-benzene BrC1=C(C=CC(=C1)Cl)I